C1(CC1)C=1C=C(OC2=CC=3N(C=C2C#N)C=CN3)C=CC1 7-(3-cyclopropylphenoxy)imidazo[1,2-a]pyridine-6-carbonitrile